(4-fluorophenyl)-N-(4-methyl-3-((3-(9-(tetrahydro-2H-pyran-2-yl)-9H-purin-6-yl)pyridin-2-yl)amino)phenyl)-1H-pyrazole-3-carboxamide FC1=CC=C(C=C1)N1N=C(C=C1)C(=O)NC1=CC(=C(C=C1)C)NC1=NC=CC=C1C1=C2N=CN(C2=NC=N1)C1OCCCC1